CC/C=C\C/C=C\C/C=C\C/C=C\C/C=C\CCCC(=O)O[C@H](COC(=O)CC/C=C\C/C=C\C/C=C\C/C=C\C/C=C\C/C=C\CC)COP(=O)([O-])OCC[N+](C)(C)C 1-(4Z,7Z,10Z,13Z,16Z,19Z-docosahexaenoyl)-2-(5Z,8Z,11Z,14Z,17Z-eicosapentaenoyl)-glycero-3-phosphocholine